C(CCC)N([C@H]1CCCC=2C=CC=NC12)C[C@@H]1N(CC2=CC=CC(=C2C1)N1CCOCC1)C(=O)OC(C)(C)C tert-butyl (R)-3-((butyl((S)-5,6,7,8-tetrahydroquinolin-8-yl)amino)methyl)-5-morpholino-3,4-dihydroisoquinoline-2(1H)-carboxylate